OC1=C(C=CC(=C1)C(F)(F)F)C1=NN=C(C(N1C)=O)N[C@H]1CNCCC1 3-[2-Hydroxy-4-(trifluoromethyl)-phenyl]-4-methyl-6-[[(3R)-3-piperidyl]-amino]1,2,4-triazin-5-one